N-[(6-Amino-2-pyridyl)sulfonyl]-6-(2-methylprop-1-enyl)-2-[(4S)-2,2,4-trimethylpyrrolidin-1-yl]pyridin-3-carboxamid NC1=CC=CC(=N1)S(=O)(=O)NC(=O)C=1C(=NC(=CC1)C=C(C)C)N1C(C[C@@H](C1)C)(C)C